β,10α-pregna-4,6-diene CC[C@H]1CC[C@H]2[C@@H]3C=CC4=CCCC[C@@]4(C)[C@H]3CC[C@]12C